C(C)(C)(C)OC(=O)N1CC([C@H](CC1)N1C2=NC=NC(=C2N(C1=O)C1=CC=C(C=C1)OC1=CC=CC=C1)N)(F)F.CC1(CC(C1)(C1=NN=CN1C)C=1C=C(N)C=CC1)C 3-(3,3-Dimethyl-1-(4-methyl-4H-1,2,4-triazol-3-yl)cyclobutyl)aniline Tert-butyl-(4S)-4-[6-amino-8-oxo-7-(4-phenoxyphenyl)purin-9-yl]-3,3-difluoropiperidine-1-carboxylate